CC1=C(C(=CC(=C1)O[Si](C(C)C)(C(C)C)C(C)C)C)C(O)C1=CC(=C(C=C1)OCOC)CC1=CC=C(C=C1)F (2,6-dimethyl-4-[(tris(propan-2-yl)silyl)oxy]phenyl)(3-[(4-fluorophenyl)methyl]-4-(methoxymethoxy)phenyl)methanol